N-(2-((1R,3S)-3-aminocyclopentane-1-carboxamido)ethyl)-4-((3-(1-(cyanomethyl)-3-(trifluoromethyl)-1H-pyrazol-4-yl)imidazo[1,2-a]pyrazin-8-yl)amino)-2-ethylbenzamide formate C(=O)O.N[C@@H]1C[C@@H](CC1)C(=O)NCCNC(C1=C(C=C(C=C1)NC=1C=2N(C=CN1)C(=CN2)C=2C(=NN(C2)CC#N)C(F)(F)F)CC)=O